tert-butyl 4-[3-(3-{[(1R,2S)-2-fluorocyclopropyl]carbamoyl}-8-{[(4-methoxyphenyl)methyl](methyl)amino}imidazo[1,2-b]pyridazin-6-yl)-1-methylindol-7-yl]piperidine-1-carboxylate F[C@@H]1[C@@H](C1)NC(=O)C1=CN=C2N1N=C(C=C2N(C)CC2=CC=C(C=C2)OC)C2=CN(C1=C(C=CC=C21)C2CCN(CC2)C(=O)OC(C)(C)C)C